N1-((1R,2R)-2-(difluoromethoxy)cyclopentyl)-N1-((5-(trifluoromethyl)pyridin-2-yl)methyl)oxalamide FC(O[C@H]1[C@@H](CCC1)N(C(C(=O)N)=O)CC1=NC=C(C=C1)C(F)(F)F)F